ClC=1C(=NC=CC1[S-])NCC(C)(C)C#N.[Na+] sodium 3-chloro-2-((2-cyano-2-methylpropyl)amino)pyridine-4-thiolate